barium tungsten-copper [Cu].[W].[Ba]